(S)-(3-(methylamino)pyrrolidin-1-yl)(4-(4,4,5,5-tetramethyl-1,3,2-dioxaborolan-2-yl)phenyl)methanone CN[C@@H]1CN(CC1)C(=O)C1=CC=C(C=C1)B1OC(C(O1)(C)C)(C)C